N1N=C(N=C1N)N 1H-1,2,4-triazole-3,5-diamine